Potassium octadecanol C(CCCCCCCCCCCCCCCCC)O.[K]